3-(((1-isopropylazetidin-3-yl)carbamoyl)oxy)propane-1,2-diyl distearate C(CCCCCCCCCCCCCCCCC)(=O)OCC(COC(NC1CN(C1)C(C)C)=O)OC(CCCCCCCCCCCCCCCCC)=O